trimethoxysilylpropylbenzothiazolyl tetrasulfide CO[Si](OC)(OC)CCCSSSSC=1SC2=C(N1)C=CC=C2